SC=CC(=O)O.SC=CC(=O)O.SC=CC(=O)O.OC(O)(O)CCC trihydroxymethyl-propane tri(3-mercapto acrylate)